(6aR)-8-propenoyl-4-chloro-3-(2-fluoro-6-hydroxyphenyl)-1-morpholino-6,6a,7,8,9,10-hexahydro-12H-pyrazino[2,1-c]pyrido[3,4-f][1,4]oxazepin-12-one C(C=C)(=O)N1C[C@@H]2COC3=C(C(N2CC1)=O)C(=NC(=C3Cl)C3=C(C=CC=C3O)F)N3CCOCC3